Tricosan-11-yl L-alaninate N[C@@H](C)C(=O)OC(CCCCCCCCCC)CCCCCCCCCCCC